3-(1-(3-(5-bromopyridin-2-yl)oxetan-3-yl)-1H-1,2,3-triazol-4-yl)-5-cyclopropylpyridazine BrC=1C=CC(=NC1)C1(COC1)N1N=NC(=C1)C=1N=NC=C(C1)C1CC1